FC1=C(C(=C(C=C1C1=NN(C2=NC(=NC=C21)N2CC(CCC2)C2=NC=CC=N2)C)C(F)(F)F)F)O 2,6-Difluoro-3-(1-methyl-6-(3-(pyrimidin-2-yl)piperidin-1-yl)-1H-pyrazolo[3,4-d]pyrimidin-3-yl)-5-(trifluoromethyl)phenol